ClC=1C=C(C=CC1C)C(C(=O)O)(F)F 2-(3-chloro-4-methylphenyl)-2,2-difluoroacetic acid